2-(5-(4-(2,6-diazaspiro[3.3]heptan-2-yl)-1H-pyrazol-1-yl)-6-aminopyridazin-3-yl)phenol C1N(CC12CNC2)C=2C=NN(C2)C=2C=C(N=NC2N)C2=C(C=CC=C2)O